N(=[N+]=[N-])CCOCCOCCOCCOCCOCCOCCOCCOCCOCCOCCNS(=O)(=O)C1=CC(=CC=C1)C1CN(CC2=C(C=C(C=C12)Cl)Cl)C N-(32-azido-3,6,9,12,15,18,21,24,27,30-decaoxadotriacontyl)-3-(6,8-dichloro-2-methyl-1,2,3,4-tetrahydroisoquinolin-4-yl)benzenesulfonamide